(S)-1-cyclopropyl-3-methoxy-N-(6-(5-methyl-6,7-dihydro-5H-pyrrolo[2,1-c][1,2,4]triazol-3-yl)pyridin-2-yl)-1H-pyrazole-4-carboxamide C1(CC1)N1N=C(C(=C1)C(=O)NC1=NC(=CC=C1)C=1N2C(=NN1)CC[C@@H]2C)OC